tert-butyl-4-[3-[2-(5-fluoro-6-methoxy-indol-1-yl)propanoylamino]-4-methyl-phenyl]piperazine-1-carboxylate C(C)(C)(C)OC(=O)N1CCN(CC1)C1=CC(=C(C=C1)C)NC(C(C)N1C=CC2=CC(=C(C=C12)OC)F)=O